1,6-NAPHTHYRIDINE-2-CARBOXALDEHYDE N1=C(C=CC2=CN=CC=C12)C=O